(dimethylbenzyl)pinacol borate B(O)(O)O.CC(C1=CC=CC=C1)(C)CC(O)(C)C(C)(C)O